FC(CN1N=NC2=C1C=C(C=C2)C=2C=CN1N=C(N=C(C12)OC)NC1CCC(CC1)CC)F (1r,4r)-4-((5-(1-(2,2-Difluoroethyl)-1H-benzo[d][1,2,3]triazol-6-yl)-4-methoxypyrrolo[2,1-f][1,2,4]triazin-2-yl)amino)-1-ethylcyclohexan